3-(1-(2-methoxyethyl)-1H-imidazol-2-yl)propionic acid COCCN1C(=NC=C1)CCC(=O)O